4-[5-(2,5-dimethylpyrrol-1-yl)-1,3,4-thiadiazol-2-yl]thiophene-3-carbonitrile CC=1N(C(=CC1)C)C1=NN=C(S1)C=1C(=CSC1)C#N